NC1=NC(=C(C=C1C=1C=C2CCNC(C2=CC1)=O)C1=C(C(=C(C(=C1)CN(C)C)N1CCOCC1)F)F)F 6-(2-amino-5-(5-((dimethylamino)methyl)-2,3-difluoro-4-morpholinophenyl)-6-fluoropyridin-3-yl)-3,4-dihydroisoquinolin-1(2H)-one